C1(CC1)NC1(CCCC1)CC1=C(C(=O)N)C=CC(=C1)C#CC1=NC=C(C=C1)F ((1-(cyclopropylamino)cyclopentyl)methyl)-4-((5-fluoropyridin-2-yl)ethynyl)benzamide